(5Z)-5-(1H-Benzimidazol-5-ylmethylene)-2-(cyclohexylamino)-3-methyl-imidazol-4-one N1C=NC2=C1C=CC(=C2)\C=C/2\C(N(C(=N2)NC2CCCCC2)C)=O